(2-(dimethylphosphoryl)phenyl)ammonia CP(=O)(C)C1=C(C=CC=C1)N